tert-butyl (R)-(1-(2-formyl-1H-indol-6-yl)ethyl)carbamate C(=O)C=1NC2=CC(=CC=C2C1)[C@@H](C)NC(OC(C)(C)C)=O